C(C)(C)C1CC=C(C1)CCC=O 3-(4-Isopropylcyclopent-1-en-1-yl)propanal